FC(C(C1=CC=CC=C1)(C(F)(F)F)O)(F)F α,α-bistrifluoromethylbenzyl alcohol